(7,7-dimethyl-2-bicyclo[3.1.1]heptanyl)methyl mercaptan CC1(C2C(CCC1C2)CS)C